ClC=1C(=NC2=CC(=C(N=C2C1N[C@H](C)C1=C(C=CC=C1)F)C=1C=NC(=NC1)P(=O)(C)C)F)C 3-chloro-6-[2-(dimethylphosphoryl)pyrimidin-5-yl]-7-fluoro-N-[(1R)-1-(2-fluorophenyl)ethyl]-2-methyl-1,5-naphthyridin-4-amine